FC1=CC(=CC2=C1CN([C@H](CO2)C)C(C(F)(F)F)=O)C#N (S)-6-fluoro-3-methyl-4-(2,2,2-trifluoroacetyl)-2,3,4,5-tetrahydrobenzo[f][1,4]oxazepine-8-carbonitrile